(S)-5-amino-1-((4-(cyclopropylethynyl)-6-fluoro-2-oxo-4-(trifluoromethyl)-1,2,3,4-tetrahydroquinazolin-7-yl)methyl)-6-oxo-1,6-dihydropyrimidine-4-carbonitrile NC1=C(N=CN(C1=O)CC1=C(C=C2[C@](NC(NC2=C1)=O)(C(F)(F)F)C#CC1CC1)F)C#N